OCC1=CC=C(C=C1)NC(=O)[C@H](CCCCNC(CCOCCOCCOCCOC)=O)NC([C@H](C(C)C)NC(OCC1C2=CC=CC=C2C=2C=CC=CC12)=O)=O (9H-fluoren-9-yl)methyl ((20S,23S)-20-((4-(hydroxymethyl)phenyl)carbamoyl)-24-methyl-14,22-dioxo-2,5,8,11-tetraoxa-15,21-diazapentacosan-23-yl)carbamate